N1=C(C=CC=C1)C1=NC2=C3N=C(C=CC3=CC=C2C=C1)C1=NC=CC=C1 2,9-di(pyridin-2-yl)-1,10-phenanthroline